O1CCN(CC1)C(C(=O)N1[C@@H]([C@@H]2[C@H](C1)CCC2)C(=O)N[C@@H](C[C@H]2C(NCC2)=O)C(COC(F)(F)F)=O)=O (1S,3aR,6aS)-2-(2-morpholino-2-oxoacetyl)-N-((S)-3-oxo-1-((S)-2-oxopyrrolidin-3-yl)-4-(trifluoromethoxy)butan-2-yl)octahydrocyclopenta[c]pyrrole-1-carboxamide